C(C)(C)C1=C(NC2=CC=C(C=C12)O[C@@H]1CN(CCC1)CC(=O)N(C)C)C=1C=C(C=2N(C1)N=CN2)C (S)-2-(3-((3-isopropyl-2-(8-methyl-[1,2,4]triazolo[1,5-a]pyridin-6-yl)-1H-indol-5-yl)oxy)piperidin-1-yl)-N,N-dimethylacetamide